3-((5-((2-Butyl-5-oxo-4-(3-(trifluoromethoxy)-phenyl)piperazin-1-yl)methyl)-1H-imidazol-1-yl)methyl)benzonitrile C(CCC)C1N(CC(N(C1)C1=CC(=CC=C1)OC(F)(F)F)=O)CC1=CN=CN1CC=1C=C(C#N)C=CC1